C(N)(O[C@H](C(NCCCCC)=O)CS)=O [(1R)-2-oxo-2-(pentylamino)-1-(sulfanylmethyl)ethyl] carbamate